N-((3-((3-bromo-5-(((ethyl(methyl)amino)methylene)amino)-6-methylpyridin-2-yl)oxy)phenyl)(ethyl)(oxo)-λ6-sulfaneylidene)cyclopropanecarboxamide BrC=1C(=NC(=C(C1)N=CN(C)CC)C)OC=1C=C(C=CC1)S(=NC(=O)C1CC1)(=O)CC